2-methylnaphthyl-[1,3-bis(2,6-diisopropylphenyl)imidazol-2-ylidene]Palladium bromide CC1=C(C2=CC=CC=C2C=C1)[Pd](=C1N(C=CN1C1=C(C=CC=C1C(C)C)C(C)C)C1=C(C=CC=C1C(C)C)C(C)C)Br